P(O)(=O)(OP(=O)(O)OP(=O)(O)O)OC[C@@H]1[C@H]([C@H]([C@@H](O1)N1C(=O)NC(=O)C(=C1)C)OC)O.NCCC[Si](OCC)(OCC)OCC 3-AminoPropyl-Triethoxysilane 2'-O-Methyl-5-methyluridine-5'-Triphosphate